C(CCCCCCCCCCCCCCC)(=O)OCC(OC(CCCCCCCCCCCCCCC)=O)COC(CCCCCCCCCCCCCCC)=O 1,2,3-tripalmitoyl-glycerol